8-((4-(Difluoromethoxy)phenyl)sulfonyl)-3-(3-(2-methoxyethyl)azetidin-1-yl)-8-azabicyclo[3.2.1]octane FC(OC1=CC=C(C=C1)S(=O)(=O)N1C2CC(CC1CC2)N2CC(C2)CCOC)F